4-[4-[[(1R,6R)-6-(4-chlorophenyl)-3-oxo-norcaran-1-yl]methyl]piperazin-1-yl]-N-[3-nitro-4-(tetrahydropyran-4-ylmethylamino)phenyl]sulfonyl-2-(1H-pyrrolo[2,3-b]pyridin-5-yloxy)benzamide ClC1=CC=C(C=C1)[C@]12CCC(C[C@@]1(C2)CN2CCN(CC2)C2=CC(=C(C(=O)NS(=O)(=O)C1=CC(=C(C=C1)NCC1CCOCC1)[N+](=O)[O-])C=C2)OC=2C=C1C(=NC2)NC=C1)=O